(S)-3-bromo-N-(1-(1-(5-((dimethyl(oxo)-λ6-sulfaneylidene)amino)pyridin-2-yl)-3-methyl-1H-1,2,4-triazol-5-yl)ethyl)-5-(trifluoromethyl)benzamide BrC=1C=C(C(=O)N[C@@H](C)C2=NC(=NN2C2=NC=C(C=C2)N=S(=O)(C)C)C)C=C(C1)C(F)(F)F